C1(=CC=C(C=C1)CO)CO 1,4-Benzenedimethanol